CC1(OCC[C@H](O1)CN1C(C2=C(C=NC=C2C=C1)F)=O)C (S)-2-((2,2-dimethyl-1,3-dioxan-4-yl)methyl)-8-fluoro-2,6-naphthyridin-1(2H)-one